ClCC=1C=C(C=CC1OC1=CC=CC=C1)NC(NC1=CC=C(C=C1)OC)=O 3-[3-(chloromethyl)-4-phenoxyphenyl]-1-(4-methoxyphenyl)urea